FC1(CC1)C(=O)N[C@H](C(=O)N1[C@@H](C[C@H](C1)O)C(=O)NCC1=C(OCCCCCCCC(=O)O)C=C(C=C1)C1=C(N=CS1)C)C(C)(C)C 8-(2-(((2S,4R)-1-((S)-2-(1-fluorocyclopropane-1-carboxamido)-3,3-dimethylbutanoyl)-4-hydroxypyrrolidine-2-carboxamido)methyl)-5-(4-methylthiazol-5-yl)phenoxy)octanoic acid